ClC1=CC=C2C(=N1)N(C(=N2)C#CC2CCN(CC2)C(=O)OC(C)(C)C)C2CC2 tert-butyl 4-((5-chloro-3-cyclopropyl-3H-imidazo[4,5-b]pyridin-2-yl)ethynyl)piperidine-1-carboxylate